C1(CCCCC1)C1=CC=C(C=C1)C1=NN(C(=C1)C(=O)NC(CC(=O)N[C@H](C(=O)O)CC1=CC=C(C=C1)C(F)(F)F)C1=CC(=CC=C1)C(F)(F)F)C (S)-3-(3-(4-cyclohexylphenyl)-1-methyl-1H-pyrazole-5-carboxamido)-3-(3-(trifluoromethyl)phenyl)propanamido-3-(4-(trifluoromethyl)phenyl)propanoic acid